C1(CC1)C1=NNC(=N1)C1CC2(CN(C2)C(=O)N2CC3(C2)CC(C3)CC=3C=CC(=C(C(=O)N)C3)OC(F)(F)F)C1 5-[[2-[6-(3-cyclopropyl-1H-1,2,4-triazol-5-yl)-2-azaspiro[3.3]heptane-2-carbonyl]-2-azaspiro[3.3]heptan-6-yl]methyl]-2-(trifluoromethoxy)benzamide